(4-chloro-5-isopropylthiazol-2-yl)acetamide ClC=1N=C(SC1C(C)C)CC(=O)N